ClC1=C(OCC=2C=C(C=CC2)C2=NNN=C2)C=CC(=C1)C(F)(F)F 4-(3-((2-chloro-4-(trifluoromethyl)phenoxy)methyl)phenyl)-2H-1,2,3-triazole